8-((4-([1,1'-biphenyl]-4-yl)pyridin-2-yl)methyl)-1,4-dioxa-8-azaspiro[4.5]decane C1(=CC=C(C=C1)C1=CC(=NC=C1)CN1CCC2(OCCO2)CC1)C1=CC=CC=C1